C(#N)C1=CC(=C(C=C1OC1=C(C=C(C=C1Cl)N1N=C(C(NC1=O)=O)C(F)F)Cl)S(=O)(=O)NC1CC(C1)O)OC 4-cyano-5-(2,6-dichloro-4-(6-(difluoromethyl)-3,5-dioxo-4,5-dihydro-1,2,4-triazine-2(3H)-yl)phenoxy)-N-((1r,3r)-3-hydroxycyclobutyl)-2-methoxybenzenesulfonamide